N-((5-(2-((2-hydroxy-1,2-oxaborinan-5-yl)oxy)pyridin-4-yl)-2,3-dihydro-1H-inden-4-yl)carbamoyl)methanesulfonamide OB1OCC(CC1)OC1=NC=CC(=C1)C=1C(=C2CCCC2=CC1)NC(=O)NS(=O)(=O)C